C(=O)(OC(C)(C)C)NCCN1C(=NC=C1)C=O 1-(N-BOC-2-AMINOETHYL)-2-FORMYLIMIDAZOLE